2,2-difluorodihydro-1'H,3'H-spiro[cyclopropan-1,2'-pyrrolizin] FC1(CC12CC1=CCCN1C2)F